CC1=CC=C(C=C1)S(=O)(=O)N1C=CC2=C(C=CC=C12)[N+](=O)[O-] 1-(4-methylbenzenesulfonyl)-4-nitro-1H-indole